Sodium dilithium phosphate P(=O)([O-])([O-])[O-].[Li+].[Li+].[Na+]